2-(2-((3R,4R)-3-amino-4-fluoropiperidin-1-yl)-6-fluoro-1H-benzo[d]imidazol-1-yl)-N-(3,3,3-trifluoropropyl)acetamide N[C@@H]1CN(CC[C@H]1F)C1=NC2=C(N1CC(=O)NCCC(F)(F)F)C=C(C=C2)F